C1(=CC=CC=C1)C(CC1=C(C=CC=C1)O)C1=CC=CC=C1 diphenylethyl-phenol